2,2'-Bis(trifluoromethyl)-[1,1'-biphenyl]-4,4'-diol FC(C1=C(C=CC(=C1)O)C1=C(C=C(C=C1)O)C(F)(F)F)(F)F